3-hydroxyhexadecanoate OC(CC(=O)[O-])CCCCCCCCCCCCC